3-(fluoromethyl)azepine FCC1=CNC=CC=C1